C1C(OC2=C(C1=O)C=CC3=CC=CC=C32)C4=CC=CC=C4 alpha-naphthoflavanone